OC=1C(=C(C=C(/C=C/C(=O)NCCC2=CC=C(C=C2)O)C1)OC)O 5-hydroxyferuloyl-tyramine